N[C@H](C)C=1C(=C(C=CC1)C(C(=O)NC)(F)F)F 2-{3-[(1R)-1-aminoethyl]-2-fluorophenyl}-2,2-difluoro-N-methylacetamide